3-(Dimethylamino)-N-methyl-1-(4-(trifluoromethyl)phenyl)-1H-indazole-5-sulfonamide CN(C1=NN(C2=CC=C(C=C12)S(=O)(=O)NC)C1=CC=C(C=C1)C(F)(F)F)C